3-Bromophenyl-3-bromo-3-buten-2-one BrC=1C=C(C=CC1)CC(C(=C)Br)=O